1,3-divinyl-tetraethyl-disilazane C(=C)[Si](N[Si](C=C)(CC)CC)(CC)CC